O=S1(CC2(C1)CCN(CC2)C2CN(CCC2)C(=O)OC(C)(C)C)=O tert-Butyl 3-(2,2-dioxido-2-thia-7-azaspiro[3.5]nonan-7-yl)piperidine-1-carboxylate